2-methyl-2-amino-tert-butyl-Oxycarbonylpropylamine CC(CN)(CC(=O)OC(C)(C)C)N